OC[C@H](C1=CC=CC=C1)NC1=NC(=NC=C1C=1OC(=NN1)C(C)C)NC=1C=C2CCN(C(C2=CC1)=O)C 6-[[4-[[(1S)-2-hydroxy-1-phenyl-ethyl]amino]-5-(5-isopropyl-1,3,4-oxadiazol-2-yl)pyrimidin-2-yl]amino]-2-methyl-3,4-dihydroisoquinolin-1-one